4-(3-methoxy-4-nitrophenyl)-1,4-azaphosphine 4-oxide COC=1C=C(C=CC1[N+](=O)[O-])P1(CC=NC=C1)=O